C(C)(C)N1C(=NC(=C1)C(F)(F)F)C1=CC=C(C=C1)CN [4-[1-isopropyl-4-(trifluoromethyl)imidazol-2-yl]phenyl]methanamine